ClC1=CC2=[N+](C=CC=C2S1)[O-] 2-chlorothieno[3,2-b]pyridine 4-oxide